CC(=O)N[C@@H]1[C@H]([C@@H]([C@H](O[C@H]1O[C@@H]2[C@H](OC([C@H]([C@H]2O)O)O)CO)CO)O)O The molecule is a disaccharide that is D-mannopyranose in which the hydroxy group at position 4 has been converted into the corresponding 2-acetamido-2-dexoxy-beta-D-glucopyranosyl derivative. It is an amino disaccharide and a member of acetamides. It derives from a D-mannopyranose and a N-acetyl-beta-D-glucosamine.